FC(C1=NOC=C1)F 3-(Difluoromethyl)isoxazol